1,1-dimethylethyl 4-(4-piperidinyl)-1-piperazinecarboxylate N1CCC(CC1)N1CCN(CC1)C(=O)OC(C)(C)C